[B].CN1C(=O)N(C(=O)CC1=O)C 1,3-dimethylbarbituric acid boron